p-toluenesulfonyl azide CC1=CC=C(C=C1)S(=O)(=O)N=[N+]=[N-]